(R)-N-((S)-1-(5-fluoro-6-methylpyridin-3-yl)but-3-en-1-yl)-2-methylpropan-2-sulfinamide FC=1C=C(C=NC1C)[C@H](CC=C)N[S@](=O)C(C)(C)C